tert-Butyl (5-(1-hydroxyethyl)-3-iodo-2-methylpyrazolo[1,5-a]pyrimidin-7-yl)(3-(1-methyl-1H-imidazol-2-yl)benzyl)carbamate OC(C)C1=NC=2N(C(=C1)N(C(OC(C)(C)C)=O)CC1=CC(=CC=C1)C=1N(C=CN1)C)N=C(C2I)C